hexahydro-4,7-epoxyisobenzofuran-1(3H)-one C1(OCC2C3CCC(C12)O3)=O